(3R)-3-(5-cyano-2-pyridinyl)isoxazolidine-2-carboxylic acid tert-butyl ester C(C)(C)(C)OC(=O)N1OCC[C@@H]1C1=NC=C(C=C1)C#N